C(C(C(C(C([2H])([2H])[2H])([2H])[2H])([2H])[2H])([2H])[2H])(=O)O Valeric acid-d9